N-(5-(N-(2,6-dimethylphenyl)sulfamoyl)-6-methoxypyridin-3-yl)-2,2-dimethyl-2,3-dihydrobenzofuran-7-carboxamide CC1=C(C(=CC=C1)C)NS(=O)(=O)C=1C=C(C=NC1OC)NC(=O)C1=CC=CC=2CC(OC21)(C)C